ClC1=CC=C2C(=NC(N(C2=C1)C=1C=C(C(=O)N)C=CC1)=O)NC 3-(7-chloro-4-(methylamino)-2-oxo-quinazolin-1(2H)-yl)benzamide